N1(N=CC=C1)NC=1N=CC2=C(N1)N(C(C=C2C)=O)C2CCCC2 2-((1H-pyrazol-yl)amino)-8-cyclopentyl-5-methylpyrido[2,3-d]pyrimidin-7(8H)-one